C(C)(C)(C)OC(=O)N1C(CCC1)=O 1-(tert-butoxycarbonyl)-2-pyrrolidone